1-(6-bromo-3-pyridinyl)-4-methylpiperazine BrC1=CC=C(C=N1)N1CCN(CC1)C